O=C(C(=O)N)N1[C@H](CN([C@@H](C1)C)CC1=CC=CC=C1)C1=CC=C(C=C1)F 2-oxo-2-[(2S,5R)-4-benzyl-2-(4-fluorophenyl)-5-methyl-piperazin-1-yl]acetamide